O[C@@H]1C=CC[C@H](C1)C(=O)OC(C)C |r| (±)-Trans-isopropyl 5-hydroxycyclohex-3-enecarboxylate